N-(o-iodobenzoyl)indole IC1=C(C(=O)N2C=CC3=CC=CC=C23)C=CC=C1